4-((R)-4-((1R,5S)-3,8-diazabicyclo[3.2.1]oct-3-yl)-6-chloro-8-fluoro-2-((1-Methyl-1H-pyrrol-2-yl)methoxy)quinazolin-7-yl)-2-aminobenzo[b]selenophene-3-carbonitrile [C@H]12CN(C[C@H](CC1)N2)C2=NC(=NC1=C(C(=C(C=C21)Cl)C2=CC=CC=1[Se]C(=C(C12)C#N)N)F)OCC=1N(C=CC1)C